pyrrolidine-1-carboxylic acid tert-butyl ester trifluoroacetate FC(C(=O)O)(F)F.C(C)(C)(C)OC(=O)N1CCCC1